5-bromo-6-methoxy-1H-indole-2-carboxylic acid ethyl ester C(C)OC(=O)C=1NC2=CC(=C(C=C2C1)Br)OC